2-carbomethoxy-2-(4-fluorophenyl)-3-(2-chlorophenyl)-oxirane C(=O)(OC)C1(OC1C1=C(C=CC=C1)Cl)C1=CC=C(C=C1)F